3-[(1S,3R)-3-[[4-(oxetan-3-yloxy)-5-(trifluoromethyl)pyrimidin-2-yl]amino]cyclohexyl]-6-(trifluoromethyl)-[1,2,4]triazolo[4,3-a]pyridine-7-carbonitrile O1CC(C1)OC1=NC(=NC=C1C(F)(F)F)N[C@H]1C[C@H](CCC1)C1=NN=C2N1C=C(C(=C2)C#N)C(F)(F)F